((6-(3-amino-5-fluoro-6-(4-(4-isopropylpiperazin-1-yl)phenyl)pyrazin-2-yl)-1-oxo-1,2,3,4-tetrahydroisoquinolin-3-yl)methyl)(methyl)carbamate NC=1C(=NC(=C(N1)F)C1=CC=C(C=C1)N1CCN(CC1)C(C)C)C=1C=C2CC(NC(C2=CC1)=O)COC(NC)=O